O=C1NC(CCC1C=1C(=C(C(=O)N)C=CC1N1CCNCC1)F)=O (2,6-dioxopiperidin-3-yl)-2-fluoro-4-(piperazin-1-yl)benzamide